N-((5-chloro-6-methoxypyridin-2-yl)methyl)propan-2-amine ClC=1C=CC(=NC1OC)CNC(C)C